(R)-6-Bromo-N-(1,1-dioxidotetrahydrothiophen-3-yl)-4-(trifluoromethyl)picolinamide BrC1=CC(=CC(=N1)C(=O)N[C@H]1CS(CC1)(=O)=O)C(F)(F)F